N-hexadecyl-2-methyl-pyridinium C(CCCCCCCCCCCCCCC)[N+]1=C(C=CC=C1)C